5-(6-(4,4-difluoropiperidine-1-carbonyl)-2-fluoronaphthalen-1-yl)-2-methylisoindolin-1-one FC1(CCN(CC1)C(=O)C=1C=C2C=CC(=C(C2=CC1)C=1C=C2CN(C(C2=CC1)=O)C)F)F